O=C1NC(CCC1C=1C=CC=NC1)=O 5-(2,6-dioxopiperidin-3-yl)pyridin